BrC=1C(=C(C(N(C1)CC(C)C)=O)NC(C)=O)C N-(5-bromo-1-isobutyl-4-methyl-2-oxo-3-pyridinyl)acetamide